4-methylcyclohexane-1,3-diamine CC1C(CC(CC1)N)N